ClC=1C=C(C=CC1)N1C(SC(C1=O)=CC1=CC=C(OCC(=O)O)C=C1)=S 2-(4-((3-(3-chlorophenyl)-4-oxo-2-thioxothiazolidin-5-ylidene)methyl)phenoxy)acetic acid